N1C=NC(=C1)CCNC(C=CC1=CSC=C1)=O N-[2-(1H-imidazol-4-yl)ethyl]-3-(thiophen-3-yl)prop-2-enamide